ClC=1C=CC=C2C=CC=C(C12)C1=C(C=2N=C(N=C(C2C=N1)N1CC(CCC1)(O)C)OCC12CCCN2CCC1)F (7-(8-chloronaphthalen-1-yl)-8-fluoro-2-((hexahydro-1H-pyrrolizin-7a-yl)methoxy)pyrido[4,3-d]Pyrimidin-4-yl)-3-methylpiperidin-3-ol